NCCC(C(=O)NC=1SC2=C(N1)C=CC(=C2)OC(F)(F)F)(C)C 4-amino-2,2-dimethyl-N-(6-(trifluoromethoxy)benzo[d]thiazol-2-yl)butanamide